N-(2-((1S,3R)-3-((5-Isopropylpyrimidin-2-yl)amino)cyclohexyl)-3-oxoisoindolin-5-yl)acrylamide C(C)(C)C=1C=NC(=NC1)N[C@H]1C[C@H](CCC1)N1CC2=CC=C(C=C2C1=O)NC(C=C)=O